Racemic-9-(4-chloro-2-fluoro-phenyl)-7-[2-(2-methoxy-4-pyridyl)tetrahydropyran-4-yl]-2,3-dimethyl-pyrido[1,2-a]pyrimidin-4-one ClC1=CC(=C(C=C1)C1=CC(=CN2C1=NC(=C(C2=O)C)C)C2CC(OCC2)C2=CC(=NC=C2)OC)F